COC=1C=C2C(=NC=NC2=CC1OC)OC1=CC=C(CP(O)(O)=O)C=C1 4-(6,7-dimethoxyquinazolin-4-yloxy)benzylphosphonic acid